ClC=1C=C(C(=O)NC2=C(C=C(C(=C2)C=2C=NC(=NC2)N2CCOCC2)F)N2CC(CC2)N(C)C)C=C(C1)Cl 3,5-dichloro-N-(2-(3-(dimethylamino)pyrrolidin-1-yl)-4-fluoro-5-(2-morpholinopyrimidin-5-yl)phenyl)benzamide